CCC(CC)NC(=O)C1=NNC(=C1)C=1C=C(C=CC1)C=1OC(=CN1)C(=O)N[C@@H](C(=O)OC)C1=CC=CC=C1 methyl (R)-2-(2-(3-(3-(pentane-3-ylcarbamoyl)-1H-pyrazol-5-yl) phenyl) oxazole-5-carboxamido)-2-phenylacetate